(R)-(2-cyclopropoxy-4-fluorophenyl)(6-(3-(2-(trifluoromethyl)phenyl)pyrrolidin-1-yl)-2-azaspiro[3.3]heptan-2-yl)methanone C1(CC1)OC1=C(C=CC(=C1)F)C(=O)N1CC2(C1)CC(C2)N2C[C@H](CC2)C2=C(C=CC=C2)C(F)(F)F